C(C)N1N=CC(=C1C)NC1=NC2=CC(=CC=C2C=N1)N1C(OC[C@@H]1C)=O (S)-3-(2-((1-ethyl-5-methyl-1H-pyrazol-4-yl)amino)quinazolin-7-yl)-4-methyloxazolidin-2-one